8-[6-(2-ethoxypropan-2-yl)pyridin-3-yl]-3-methyl-6-oxo-2H,3H,4H,6H-pyrimido[2,1-b][1,3]thiazine-7-carbonitrile C(C)OC(C)(C)C1=CC=C(C=N1)C=1N=C2SCC(CN2C(C1C#N)=O)C